5-Chloro-3-isopropyl-N-((1-isopropyl-1H-pyrazol-5-yl)methyl)pyrazolo[1,5-a]pyrimidin-7-amine ClC1=NC=2N(C(=C1)NCC1=CC=NN1C(C)C)N=CC2C(C)C